(S)-4-(cyclopropyl(4-(5,6,7,8-tetrahydro-1,8-naphthyridin-2-yl)butyl)amino)-2-((((tetrahydro-2H-pyran-4-yl)oxy)carbonyl)amino)butanoic acid C1(CC1)N(CC[C@@H](C(=O)O)NC(=O)OC1CCOCC1)CCCCC1=NC=2NCCCC2C=C1